COC(C1=CC(=CC=C1)C1=NC2=CC(=C(C=C2NC1=O)Cl)C1=CC=C(C=C1)C1=C(C=CC=C1)O)=O 3-(6-chloro-7-(2'-hydroxy-[1,1'-biphenyl]-4-yl)-3-oxo-3,4-dihydroquinoxalin-2-yl)benzoic acid methyl ester